FC(CCC(C)N[C@@H]1[C@H](OCCC1)CC=1C(=C2CN(C(C2=CC1)=O)C1C(NC(CC1)=O)=O)F)F 3-(5-(((2R,3S)-3-((5,5-difluoropentan-2-yl)amino)tetrahydro-2H-pyran-2-yl)methyl)-4-fluoro-1-oxoisoindolin-2-yl)piperidine-2,6-dione